6-(3-((2-fluoropropyl)amino)-2-(4-((4-((3-methoxyazetidin-1-yl)methyl)phenyl)ethynyl)phenyl)propyl)-5-hydroxypyrimidin-4(3H)-one FC(CNCC(CC1=C(C(NC=N1)=O)O)C1=CC=C(C=C1)C#CC1=CC=C(C=C1)CN1CC(C1)OC)C